ClC=1C=C2C(NC=NC2=CC1Br)=O 6-chloro-7-bromo-4(3H)-quinazolinone